5,5'-(((2-(benzyloxy)propane-1,3-diyl)bis(oxy))bis(methylene))bis(2,2-dimethyl-1,3-dioxane) C(C1=CC=CC=C1)OC(COCC1COC(OC1)(C)C)COCC1COC(OC1)(C)C